[Mo+4].P(=O)([O-])([O-])OCC(CO)O.OCC(O)COP(=O)([O-])[O-] Glycerol 3-phosphate Molybdenum(IV)